FC=1C=NC(=NC1)C=1C=C(C=CC1C)C12N(C(CC2C1)C(=O)N)CC=1OC(=NN1)C (3-(5-fluoropyrimidin-2-yl)-4-methylphenyl)-2-((5-methyl-1,3,4-oxadiazol-2-yl)methyl)-2-azabicyclo[3.1.0]hexane-3-carboxamide